(R)-1-(4-(4-((1-(3-amino-5-(trifluoromethyl)phenyl)ethyl)amino)-2-methyl-8,9-dihydro-7H-cyclopenta[h]quinazolin-6-yl)piperidin-1-yl)ethan-1-one NC=1C=C(C=C(C1)C(F)(F)F)[C@@H](C)NC1=NC(=NC2=C3C(=C(C=C12)C1CCN(CC1)C(C)=O)CCC3)C